eicosyl-carboxylic acid C(CCCCCCCCCCCCCCCCCCC)C(=O)O